BrC1=C(C(=C2C(=NC(=NC2=C1F)SC)O)OC[C@@H](C)O)Cl (R)-7-bromo-6-chloro-8-fluoro-5-(2-hydroxypropoxy)-2-(methylthio)quinazolin-4-ol